COCCCCOC(=O)NC=1C=C2C=CN(C2=CC1)C1CCN(CC1)CC 5-(4-methoxybutoxy)carbonylamino(1-ethylpiperidin-4-yl)-1H-indole